C1=CC=CC=2C3=CC=CC=C3C(C12)COC(=O)N[C@@H](CCCCN(C)C(C)=O)C(=O)O N2-(((9H-fluoren-9-yl)methoxy)carbonyl)-N6-acetyl-N6-methyl-L-lysine